methyl 2-(2-chloro-6-(trifluoromethyl) pyrimidin-4-yl)-2-azaspiro[3.3]heptane-6-carboxylate ClC1=NC(=CC(=N1)N1CC2(C1)CC(C2)C(=O)OC)C(F)(F)F